diethanolamine monolauryl-phosphate C(CCCCCCCCCCC)OP(=O)(O)O.N(CCO)CCO